[Br-].C[NH+](C)CCCCCCCCCCCCCCCCCC N,N-dimethyloctadecylammonium bromide